methanesulfonic acid 2-[2-(2-azidoethoxy) ethoxy]Ethyl ester N(=[N+]=[N-])CCOCCOCCOS(=O)(=O)C